ETHYL 2-((2-((3-BROMO-4-METHOXYPHENYL)AMINO)-2-OXOETHYL)THIO)-1H-IMIDAZOLE-4-CARBOXYLATE BrC=1C=C(C=CC1OC)NC(CSC=1NC=C(N1)C(=O)OCC)=O